C(CCC)N1C(N(C(C(C1=O)=C(N)N)=O)C1CCC(CC1)(C#N)CN1C(NC(C1(C)C)=O)=O)=O (1r,4r)-4-(3-Butyl-5-(diaminomethylene)-2,4,6-trioxotetrahydropyrimidin-1(2H)-yl)-1-((5,5-dimethyl-2,4-dioxoimidazolidin-1-yl)methyl)cyclohexane-1-carbonitrile